(R)-N-(piperidin-3-yl)acetamide N1C[C@@H](CCC1)NC(C)=O